N[C@H]1[C@H](CN(CC1)C1=C(C=NC2=CC=C(C=C12)C=1C(=C(C#N)C=CC1)O)C1=CC(=CC(=C1)F)F)OC 3-{4-[(3S,4R)-4-Amino-3-methoxypiperidin-1-yl]-3-(3,5-difluorophenyl)chinolin-6-yl}-2-hydroxybenzonitril